(S)-1-((1-oxo-4-(o-tolyl)-1,2-dihydroisoquinolin-7-yl)-D-alanyl)piperidine-3-carboxylic acid O=C1NC=C(C2=CC=C(C=C12)N[C@H](C)C(=O)N1C[C@H](CCC1)C(=O)O)C1=C(C=CC=C1)C